behenyl alcoholAte 2-(((dodecylthio)thiocarbonyl)thio)-2-hydroxyethyl-2-methylpropionate C(CCCCCCCCCCC)SC(=S)SC(COC(C(C)C)=O)O.C(CCCCCCCCCCCCCCCCCCCCC)[O-]